C[Si](C(=CN(C)C)[SiH2]CNCCC[Si](OC)(OC)OC)(OC)OC 1-methyldimethoxysilyl-2-(dimethylamino)(trimethoxysilylpropylamino)methylsilylethylene